2,4-bis(n-octylthio)-6-(4-hydroxy-3',5'-di-t-butylphenylamino)-1,3,5-triazine C(CCCCCCC)SC1=NC(=NC(=N1)SCCCCCCCC)NC1=CC(=C(C(=C1)C(C)(C)C)O)C(C)(C)C